N-(2,3-dimethoxy-5-(8-(methylamino)-6-vinylimidazo[1,2-a]pyrazin-3-yl)phenyl)-1-methyl-1H-pyrazole-4-sulfonamide COC1=C(C=C(C=C1OC)C1=CN=C2N1C=C(N=C2NC)C=C)NS(=O)(=O)C=2C=NN(C2)C